2-(4-cyclopropyl-6-methoxypyrimidin-5-yl)-8-({3-fluoro-5-methoxy-4-[1-methyl-4-(trifluoromethyl)imidazol-2-yl]phenyl}methyl)pyrido[2,3-d]pyrimidin-7-one C1(CC1)C1=NC=NC(=C1C=1N=CC2=C(N1)N(C(C=C2)=O)CC2=CC(=C(C(=C2)OC)C=2N(C=C(N2)C(F)(F)F)C)F)OC